COC([C@@H]([C@@H](C1=C(C=CC=C1)F)N[S@](=O)C(C)(C)C)N)=O.C12ON(C(C=C1)CC2)C(=O)C2=CC(=CC=C2)Br (2-oxa-3-azabicyclo[2.2.2]oct-5-en-3-yl)(3-bromophenyl)methanone methyl-(2R,3R)-2-amino-3-[[(R)-tert-butylsulfinyl]amino]-3-(2-fluorophenyl)propanoate